(2-((2-((4-(6-amino-2-azaspiro[3.3]heptan-2-yl)-3-methylphenyl)amino)-5-methoxypyrimidin-4-yl)amino)phenyl)dimethylphosphine NC1CC2(CN(C2)C2=C(C=C(C=C2)NC2=NC=C(C(=N2)NC2=C(C=CC=C2)P(C)C)OC)C)C1